2-((2-((Tert-butyldimethylsilyl)oxy)ethyl)disulfaneyl)ethan-1-ol [Si](C)(C)(C(C)(C)C)OCCSSCCO